1-{4-[4-({(1R)-1-[3-(difluoromethyl)-2-fluorophenyl]ethyl}amino)-2-methylpyrido[3,4-d]pyrimidin-6-yl]piperazin-1-yl}ethan-1-one FC(C=1C(=C(C=CC1)[C@@H](C)NC=1C2=C(N=C(N1)C)C=NC(=C2)N2CCN(CC2)C(C)=O)F)F